ClC1=NC(=CC(=C1)C(C)(C)NC(OC(C)(C)C)=O)C1=CC=C(C=C1)F Tert-butyl (2-(2-chloro-6-(4-fluorophenyl)pyridin-4-yl)propan-2-yl)carbamate